6-methylimidazo[1,5-a]pyrimidin CC1=NC=C2N1C=CC=N2